(Z)-3-nonenoic acid C(C\C=C/CCCCC)(=O)O